7,14-dicyano-ovalene C(#N)C1=C2C=CC3=CC=C4C=CC5=C(C6=CC=C7C=CC8=CC=C1C1=C9C2=C3C4=C5C9=C6C7=C18)C#N